1-(2',5'-difluoro-[1,1'-biphenyl]-4-yl)-3-(4-methyl-5-(S-methylsulfonimidoyl)thiazol-2-yl)tetrahydropyrimidin-2(1H)-one FC1=C(C=C(C=C1)F)C1=CC=C(C=C1)N1C(N(CCC1)C=1SC(=C(N1)C)S(=O)(=N)C)=O